3-chloro-4-cyano-2-fluoro-6-((4-fluoro-2-methylphenyl)amino)-N-(6-methoxy-2-methylpyridin-3-yl)benzamide ClC=1C(=C(C(=O)NC=2C(=NC(=CC2)OC)C)C(=CC1C#N)NC1=C(C=C(C=C1)F)C)F